6-(4-(5-((7-(cyclobutylsulfonyl)-4-oxo-3,4-dihydrophthalazin-1-yl)methyl)-2-fluorobenzoyl)piperazin-1-yl)nicotinonitrile C1(CCC1)S(=O)(=O)C1=CC=C2C(NN=C(C2=C1)CC=1C=CC(=C(C(=O)N2CCN(CC2)C2=NC=C(C#N)C=C2)C1)F)=O